3-(1-(4-(5-(difluoromethyl)-1,3,4-oxadiazol-2-yl)benzyl)-1H-1,2,3-triazol-4-yl)-N-ethylaniline FC(C1=NN=C(O1)C1=CC=C(CN2N=NC(=C2)C=2C=C(NCC)C=CC2)C=C1)F